3-(6-fluoro-1H-indol-3-yl)azetidine-1-carboxylic acid tert-butyl ester C(C)(C)(C)OC(=O)N1CC(C1)C1=CNC2=CC(=CC=C12)F